C(C)(C)(C)N(C(O)=O)[C@H](C(=O)NC1=NC=C(C=C1)C1=C(N=NN1C)C)C1CCCCCC1.CC=1OC(=CC1C)C1=CC=C(C=C1)C(C)C 2,3-dimethyl-5-(4-isopropylphenyl)furan tert-butyl-(S)-(1-cycloheptyl-2-((5-(1,4-dimethyl-1H-1,2,3-triazol-5-yl)pyridin-2-yl)amino)-2-oxoethyl)carbamate